tert-Butyl 3-(4-(5-(4-(1-(tert-butoxycarbonyl)-2,5-dihydro-1H-pyrrol-3-yl)-3-(trifluoromethyl)phenyl)-4-methyl-4H-1,2,4-triazol-3-yl)phenyl)-2,5-dihydro-1H-pyrrole-1-carboxylate C(C)(C)(C)OC(=O)N1CC(=CC1)C1=C(C=C(C=C1)C=1N(C(=NN1)C1=CC=C(C=C1)C=1CN(CC1)C(=O)OC(C)(C)C)C)C(F)(F)F